benzyl 4-{4-[1-(3-cyano-4-fluoro-1H-indol-7-yl)piperidin-4-yl]phenoxy}piperidine-1-carboxylate C(#N)C1=CNC2=C(C=CC(=C12)F)N1CCC(CC1)C1=CC=C(OC2CCN(CC2)C(=O)OCC2=CC=CC=C2)C=C1